[Na].N(=O)C1=CC=C(C=C1)O 4-nitrosophenol, sodium salt